ClC=1C=C(C(=NC1)N1CC(N(C2(CC(C2)O)C1=O)CC1=CC=C(C=C1)Cl)=O)F (2r,4r)-8-(5-chloro-3-fluoropyridin-2-yl)-5-(4-chlorobenzyl)-2-hydroxy-5,8-diazaspiro[3.5]nonane-6,9-dione